2-fluorobut-2-en FC(C)=CC